[O-]C=1C=CC=C2C(NC(C12)=O)=O 7-oxidoisoindole-1,3(2H)-dione